4-methoxy-N-(2-(1-methyl-1H-indol-yl)ethyl)aniline COC1=CC=C(NCCC=2N(C3=CC=CC=C3C2)C)C=C1